(rac)-trans-3-amino-1-(N-(2-amino-2-methylpropyl)sulfamoyl)-4-(3-boronopropyl)pyrrolidine-3-carboxylic acid N[C@@]1(CN(C[C@H]1CCCB(O)O)S(NCC(C)(C)N)(=O)=O)C(=O)O |r|